diisostearyl dilaurate C(CCCCCCCCCCC)(=O)OCCCCCCCCCCCCCCCC(C)C.C(CCCCCCCCCCC)(=O)OCCCCCCCCCCCCCCCC(C)C